C(C)OC(=O)C1=NN(C=2CCC(CC12)F)CC(=O)O 2-(3-(ethoxycarbonyl)-5-fluoro-4,5,6,7-tetrahydro-1H-indazol-1-yl)acetic acid